4-((1r,3r)-3-morpholinocyclobutoxy)aniline O1CCN(CC1)C1CC(C1)OC1=CC=C(N)C=C1